(S)-2,4-DIHYDROXYBUTYRIC ACID O[C@H](C(=O)O)CCO